ClC1=C(C(=O)O)C(=CC(=C1)C(F)(F)F)[2H] 2-chloro-4-(trifluoromethyl)benzoic acid-6-d